ClC1=CC(=C2C(=N1)N(N=C2N)C)C2=CC=C(C=C2)[N+](=O)[O-] 6-chloro-1-methyl-4-(4-nitrophenyl)-1H-pyrazolo[3,4-b]pyridin-3-amine